sodium 3,7-dimethyloctan-3-olate CC(CC)(CCCC(C)C)[O-].[Na+]